FC1=CC=C(C=C1)[C@@H]1[C@@H](C2=CC=C(C=C2CC1)O)C1=CC=C(OCCCCC2=CC=C(C=N2)OC=2C=NN(C(C2)=O)N2C(CCCC2=O)=O)C=C1 (4-((6-(4-(4-((1R,2S)-2-(4-fluorophenyl)-6-hydroxy-1,2,3,4-tetrahydro-naphthalen-1-yl)phenoxy)butyl)pyridin-3-yl)oxy)-6-oxopyridazin-1(6H)-yl)piperidine-2,6-dione